1,4,7-triazacyclononane-1,4,7-trisacetic acid N1(CCN(CCN(CC1)CC(=O)O)CC(=O)O)CC(=O)O